FC1(CC=C(CC1)C=1C=CC=C2C=C(C=NC12)C(=O)N[C@H](C)CC(=O)NC)F (R)-8-(4,4-difluorocyclohex-1-en-1-yl)-N-(4-(methylamino)-4-oxobutan-2-yl)quinoline-3-carboxamide